N=1N(N=C2C1C=CC=C2)C2=C(C(=CC(=C2)C(C)(C)CC)C(C)(C)CC)O 2-(2H-benzotriazol-2-yl)-4,6-di-tertiarypentylphenol